N1C=NC=2C=CC=3N=CC=NC3C21 imidazoquinoxalin